Methyl 4-(7-(4-(4-(tert-butoxycarbonyl)piperazin-1-yl)phenyl)-6-methylimidazo[1,2-b]pyridazin-3-yl)quinoline-7-carboxylate C(C)(C)(C)OC(=O)N1CCN(CC1)C1=CC=C(C=C1)C1=CC=2N(N=C1C)C(=CN2)C2=CC=NC1=CC(=CC=C21)C(=O)OC